ethyl myristate ethyl-octanoate C(C)OC(CCCCCCC)=O.C(CCCCCCCCCCCCC)(=O)OCC